Cl.N[C@@H](CC(=O)OCC)C=1C=C(C=C(C1F)C)C1=C(C=C(C=C1C)F)CCCC=CC Ethyl (S)-3-amino-3-(4,4'-difluoro-2'-(hex-4-en-1-yl)-5,6'-dimethyl-[1,1'-biphenyl]-3-yl)propanoate hydrochloride